([1,1'-biphenyl]-4-yl)-4-phenyldibenzo[b,d]thiophene C1(=CC=C(C=C1)C1=CC=C(C=2SC3=C(C21)C=CC=C3)C3=CC=CC=C3)C3=CC=CC=C3